3-(3-(1-methyl-1H-indol-5-yl)pyridin-4-yl)acrylic acid CN1C=CC2=CC(=CC=C12)C=1C=NC=CC1C=CC(=O)O